8-(5,6-dimethoxypyridin-3-yl)-1-(4-(piperazin-1-yl)-3-(trifluoromethyl)phenyl)-5-(2-(Pyrrol-1-yl)ethyl)-1,5-dihydro-4H-[1,2,3]triazolo[4,5-c]quinolin-4-one COC=1C=C(C=NC1OC)C1=CC=2C3=C(C(N(C2C=C1)CCN1C=CC=C1)=O)N=NN3C3=CC(=C(C=C3)N3CCNCC3)C(F)(F)F